5-(2-(5-[(3R,5R)-3-amino-5-fluoropiperidine-1-carbonyl]-7-methoxy-1-methyl-1H-1,3-benzodiazol-2-yl)-1-(cyclopropylmethyl)-1H-pyrrolo[2,3-b]pyridin-6-yl)pyrimidine-2-carbonitrile N[C@H]1CN(C[C@@H](C1)F)C(=O)C1=CC2=C(N(C(=N2)C2=CC=3C(=NC(=CC3)C=3C=NC(=NC3)C#N)N2CC2CC2)C)C(=C1)OC